C(CCC)C1=NC2(C(N1CC1=CC(=C(C=C1)C=1C(=CC=CC1)S(=O)(=O)NC=1N=NNN1)COCC)=O)CCCC2 4'-((2-Butyl-4-oxo-1,3-diazaspiro[4.4]non-1-en-3-yl)methyl)-2'-(ethoxymethyl)-N-(2H-tetrazol-5-yl)-[1,1'-biphenyl]-2-sulfonamide